tris(ethylcyclopentadienyl)gadolinium(III) CCC1=C[CH-]C=C1.CCC1=C[CH-]C=C1.CCC1=C[CH-]C=C1.[Gd+3]